C(=O)C=1C=CC=2N(C3=CC=C(C=C3C2C1)C=O)CC 3,6-diformyl-9-ethyl-carbazole